C(C)S(=O)(=O)O.N(CCO)CCO (diethanolamine) ethanesulfonate